C(C)OC(=O)C1=NC=C(C(=N1)OC)C(F)F.C(C)(C)(C)[Si](C)(C)O[C@@H]1C[C@@H](C1)OCC1=CC(=C(C=C1)C)Cl Tert-butyl-((cis-3-((3-chloro-4-methylbenzyl)oxy)cyclobutyl)oxy)dimethylsilane ethyl-5-(difluoromethyl)-4-methoxypyrimidine-2-carboxylate